m-butylbenzoic acid C(CCC)C=1C=C(C(=O)O)C=CC1